Racemic-6-(4-ethyl-3-(hydroxymethyl)-5-oxo-4,5-dihydro-1H-1,2,4-triazol-1-yl)-7-fluoro-2-(2-fluoro-5-methylphenyl)-4-(prop-1-en-2-yl)-3,4-dihydroisoquinolin-1(2H)-one C(C)N1C(=NN(C1=O)C=1C=C2[C@H](CN(C(C2=CC1F)=O)C1=C(C=CC(=C1)C)F)C(=C)C)CO |r|